3-(2-chloropyrimidin-4-yl)-2-phenylpyrazolo[1,5-a]pyridine ClC1=NC=CC(=N1)C=1C(=NN2C1C=CC=C2)C2=CC=CC=C2